CC1=CC=C(O1)CNC(C1=CC(=CC=C1)NC=1N=NC(=CC1)C1=CSC=C1C)=O N-[(5-methylfuran-2-yl)methyl]-3-{[6-(4-methylthiophen-3-yl)pyridazin-3-yl]amino}benzamide